(R)-5-(2-hydroxypropan-2-yl)-N'-((3,5,6,7-tetrahydro-2H-indeno[5,6-b]furan-4-yl)carbamoyl)thiazole-2-sulfonimidamide OC(C)(C)C1=CN=C(S1)[S@@](=O)(N)=NC(NC1=C2CCCC2=CC=2OCCC21)=O